C(#N)C=1C=C(C=CC1)NC(C(F)(F)C1=C(C=C(C=C1)OC1=CC=NC2=CC(=C(C=C12)OC)OC)F)=O N-(3-cyanophenyl)-2-(4-((6,7-dimethoxyquinolin-4-yl)oxy)-2-fluorophenyl)-2,2-difluoroacetamide